FC[C@H](CN(CC[C@@H](C(=O)O)NC([C@H](C1=CC=CC=C1)OC)=O)CCCCC1=NC=2NCCCC2C=C1)OC (S)-4-(((S)-3-fluoro-2-methoxypropyl)(4-(5,6,7,8-tetrahydro-1,8-naphthyridin-2-yl)butyl)amino)-2-((S)-2-methoxy-2-phenylacetamido)butanoic acid